2-(3-chlorophenyl)-2,2-difluoro-1-phenylethyl ((2S)-1-(((2S)-4-(cyclopropylamino)-3-hydroxy-4-oxo-1-((S)-2-oxopyrrolidin-3-yl)butan-2-yl)amino)-5,5-difluoro-1-oxo pentan-2-yl)carbamate C1(CC1)NC(C([C@H](C[C@H]1C(NCC1)=O)NC([C@H](CCC(F)F)NC(OC(C(F)(F)C1=CC(=CC=C1)Cl)C1=CC=CC=C1)=O)=O)O)=O